di-(trichloromethyl) carbonate C(OC(Cl)(Cl)Cl)(OC(Cl)(Cl)Cl)=O